O1C=C(C=C1)C1=C(CO)C=CC=C1 2-(furan-3-yl)benzyl alcohol